N-[(6-amino-1,5-naphthyridin-3-yl)methyl]-N-(4-fluoro-2-methoxyphenyl)pyridine-3-carboxamide NC=1N=C2C=C(C=NC2=CC1)CN(C(=O)C=1C=NC=CC1)C1=C(C=C(C=C1)F)OC